FC=1C=C(C=CC1)N1CC(C1)C=1C=C2CCC(C2=CC1)N1CCCCC1 1-(5-(1-(3-fluorophenyl)azetidin-3-yl)-2,3-dihydro-1H-inden-1-yl)piperidine